COC(=O)C1=CC=C(C=C1)[C@@H](C)NC(=O)[C@@H]1N(CCOC1)C(=O)OC(C)(C)C tertbutyl (R)-3-(((R)-1-(4-(methoxycarbonyl)phenyl)ethyl)carbamoyl)morpholine-4-carboxylate